diethyl azetidine-3,3-dicarboxylate N1CC(C1)(C(=O)OCC)C(=O)OCC